CC1(CC=2C=CC=NC2CC1)C 6,6-dimethyl-5,6,7,8-tetrahydroquinoline